BrC1=C(C=C(C=2NC(C3=CC(=CC=C3C12)C)=O)C)OC 1-bromo-2-methoxy-4,8-dimethyl-6(5H)-phenanthridinone